5-(2-(2-fluoro-6-(piperazin-1-ylmethyl)pyridin-4-yl)-1H-pyrrolo[2,3-b]pyridin-4-yl)-1H-indazol-3-amine FC1=NC(=CC(=C1)C1=CC=2C(=NC=CC2C=2C=C3C(=NNC3=CC2)N)N1)CN1CCNCC1